N1=CC=C(C=C1)C1CCN(CC1)S(=O)(=O)C1=C2N(N=C1)CCC2 3-((4-(pyridin-4-yl)piperidin-1-yl)sulfonyl)-5,6-dihydro-4H-pyrrolo[1,2-b]pyrazole